5-[1-(6-chloromethyl-7-methoxy-imidazo[1,2-a]pyridin-3-yl)-1H-pyrazol-4-yl]-N-cyclopropyl-2-fluoro-4-methyl-benzamide ClCC=1C(=CC=2N(C1)C(=CN2)N2N=CC(=C2)C=2C(=CC(=C(C(=O)NC1CC1)C2)F)C)OC